4-((4-fluorophenyl)dimethylsilyl)-5-methyl-2-(7-phenyldibenzo[b,d]furan-4-yl)pyridine methyl-6-((4-methylbenzyl)oxy)-2-naphthoate COC(=O)C1=CC2=CC=C(C=C2C=C1)OCC1=CC=C(C=C1)C.FC1=CC=C(C=C1)[Si](C1=CC(=NC=C1C)C1=CC=CC2=C1OC1=C2C=CC(=C1)C1=CC=CC=C1)(C)C